N-[[6-(3-isopropyl-1H-pyrazole-4-carbonyl)-6-azaspiro[2.5]octan-2-yl]methyl]furo[2,3-c]pyridine-2-carboxamide C(C)(C)C1=NNC=C1C(=O)N1CCC2(C(C2)CNC(=O)C2=CC=3C(=CN=CC3)O2)CC1